1,1,3,3-tetramethylbutyl peroxyisobutyrate C(C(C)C)(=O)OOC(CC(C)(C)C)(C)C